C(#N)[C@H]1CN(CC1)C(=O)C1=CC=C2C(=CNC2=C1)C1=NC(=NC=C1C(F)(F)F)N[C@@H]1CN(CCC1)C(=O)OC(C)(C)C Tert-butyl (3S)-3-[[4-[6-[(3R)-3-cyanopyrrolidine-1-carbonyl]-1H-indol-3-yl]-5-(trifluoromethyl)pyrimidin-2-yl]amino]piperidine-1-carboxylate